NC1=CC=C(C=N1)N1C[C@@H](N(C[C@H]1C)C(=O)OC(C)(C)C)C tert-Butyl (2S,5R)-4-(6-aminopyridin-3-yl)-2,5-dimethylpiperazine-1-carboxylate